4-((dimethylamino)methylene)-2H-pyran-3,5(4H,6H)-dione CN(C)C=C1C(COCC1=O)=O